FC1([C@H](C2=C(N(N=C2C(F)(F)F)C2C[C@H](C([C@H](C2)F)F)F)[C@H]1F)O)F (4S,6R)-5,5,6-trifluoro-1-[(3R,5S)-3,4,5-trifluorocyclohexyl]-3-(trifluoromethyl)-4,6-dihydrocyclopenta[c]pyrazol-4-ol